C(C)(=O)N[C@@H](CC1=CC=C(C=C1)O)C(=O)O N-Acetyl-Tyrosin